NC1=C(N=C2N1C=CC=C2Br)C(=O)NC2CC(C2)(F)F 3-amino-8-bromo-N-(3,3-difluorocyclobutyl)imidazo[1,2-a]pyridine-2-carboxamide